2,3,7,8-tetrachlorodibenzopara-dioxin ClC1=CC2=C(OC3=C(O2)C=C(C(=C3)Cl)Cl)C=C1Cl